CCCCCC/C=C\CCCCCCCCCCOC[C@H](COP(=O)([O-])OCC[N+](C)(C)C)OC(=O)CCCCCCC/C=C\C/C=C\CCCCC 1-(11Z-octadecenyl)-2-(9Z,12Z-octadecadienoyl)-sn-glycero-3-phosphocholine